N1=CC(=CC=C1)C1(C2=CC=CC=C2C=2C=CC(=CC12)C=1C=C(C=CC1)C1=CC(=CC=C1)C1=NC2=C3N=C(C=CC3=CC=C2C=C1)C1=CC=CC=C1)C=1C=NC=CC1 2-(3'-(9,9-di(pyridin-3-yl)-9H-fluoren-2-yl)-[1,1'-biphenyl]-3-yl)-9-phenyl-1,10-phenanthroline